(S)-6-(1-(5-(1,3-dimethyl-1H-pyrazol-4-yl)-7-((2-methyl-1H-imidazol-1-yl)methyl)-1-oxo-3,4-dihydroisoquinolin-2(1H)-yl)ethyl)-4-ethoxynicotinamide CN1N=C(C(=C1)C1=C2CCN(C(C2=CC(=C1)CN1C(=NC=C1)C)=O)[C@@H](C)C1=NC=C(C(=O)N)C(=C1)OCC)C